6-bromo-1-[(cis)-3-hydroxy-3-methylcyclobutyl]-1,2,3,4-tetrahydro-1,8-naphthyridin-2-one BrC=1C=C2CCC(N(C2=NC1)C1CC(C1)(C)O)=O